CC1(C2C(N(C(C12)=O)CC1=CC2=NC=CC(=C2S1)C=1N(C(=C(C1C(=O)OCC)C(F)(F)F)C)C[C@@H]1CNCCO1)=O)C ethyl 2-(2-((6,6-dimethyl-2,4-dioxo-3-azabicyclo[3.1.0]hexan-3-yl)methyl)thieno[3,2-b]pyridin-7-yl)-5-methyl-1-(((S)-morpholin-2-yl)methyl)-4-(trifluoromethyl)-1H-pyrrole-3-carboxylate